(6'-methylenetetrahydrospiro[cyclopropane-1,1'-pyrrolizin]-7a'(5'H)-yl)methanol C=C1CN2CCC3(C2(C1)CO)CC3